CCCC[C@@H](C(=O)O)NC N-ALPHA-METHYL-L-2-AMINO-CAPROIC ACID